6-(4-((5-(Ethylcarbamoyl)-2-fluoro-4-methylphenyl)amino)-3-isopropyl-3H-imidazo[4,5-c]pyridin-6-yl)-indolin-2-one C(C)NC(=O)C=1C(=CC(=C(C1)NC1=NC(=CC2=C1N(C=N2)C(C)C)C2=CC=C1CC(NC1=C2)=O)F)C